NC=1NC(C(=C(N1)N)C=O)=O 2,4-DIAMINO-6-OXO-1,6-DIHYDRO-5-PYRIMIDINECARBALDEHYDE